FC1(CN(CC[C@@]12COC1=C3CN(C(C3=CC=C12)=O)[C@@H]1C(NC(CC1)=O)=O)CC1=CC(=CC=C1)C=1C=NN(C1)C1COC1)F (S)-3-((R)-3',3'-difluoro-r-(3-(1-(oxetan-3-yl)-1H-pyrazol-4-yl)benzyl)-6-oxo-6,8-dihydro-2H,7H-spiro[furo[2,3-e]isoindole-3,4'-piperidin]-7-yl)piperidine-2,6-dione